ethyl (E)-3-(1-methylazetidin-3-yl)acrylate CN1CC(C1)/C=C/C(=O)OCC